2,2'-(((4H-cyclopentaphenanthrene-4,4-diyl)bis(4,1-phenylene))bis(oxy))diethanol 2-butylhexyl-methacrylate C(CCC)C(CC=C(C(=O)OCCOC1=CC=C(C=C1)C1(C=CC=C2C3=CC=CC=C3C=3C(=C12)C=CC3)C3=CC=C(C=C3)OCCO)C)CCCC